COC=1C=C(C=NC1OCC1=NC=C(C=C1)OC)O 5-methoxy-6-((5-methoxypyridin-2-yl)methoxy)pyridin-3-ol